2-(tert-butyl-ethynyl)aniline C(C)(C)(C)C#CC1=C(N)C=CC=C1